4-(5,7-dichloro-[1,2,4]triazolo[1,5-a]pyrimidin-2-yl)morpholine ClC1=NC=2N(C(=C1)Cl)N=C(N2)N2CCOCC2